CS(=O)(=O)OCC1=CC(=NC=C1)N1C(NC(CC1)=O)=O (2-(2,4-dioxotetrahydropyrimidin-1(2H)-yl)pyridin-4-yl)methyl methanesulfonate